N=1C=2N(C=CC1N1CCC(CC1)CN1[C@H]3CN([C@@H](C1)C3)C=3C=C1C(N(C(C1=CC3)=O)N3C(NC(CC3)=O)=O)=O)C3=C(N2)C=CC=C3 5-((1R,4R)-5-((1-(benzo[4,5]imidazo[1,2-a]pyrimidin-2-yl)piperidin-4-yl)methyl)-2,5-diazabicyclo[2.2.1]heptane-2-yl)-2-(2,4-dioxotetrahydropyrimidin-1(2H)-yl)isoindoline-1,3-dione